C12C(CC(C=C1)C2)C[Si](C)(Br)CC 5-norbornen-2-yl(ethyl)bromodimethylsilane